(R)-Benzyl 3,4-dimethylpiperazine-1-carboxylate C[C@@H]1CN(CCN1C)C(=O)OCC1=CC=CC=C1